N,N-dimethylacrylamide dimethacrylate C(C(=C)C)(=O)O.C(C(=C)C)(=O)O.CN(C(C=C)=O)C